O1COC2=C1C=CC(=C2)C2=NC(=NC(=N2)C(Cl)(Cl)Cl)C(Cl)(Cl)Cl 2-(1,3-benzodioxolan-5-yl)-4,6-bis(trichloromethyl)-1,3,5-triazine